1-cyclobutyl-3-methyl-1H-pyrrolo[2,3-b]pyridine-5-carboxylic acid C1(CCC1)N1C=C(C=2C1=NC=C(C2)C(=O)O)C